OCC(C)NC(C=1C=C(C=CC1)[NH-])C1=CC=CC=C1 {3-[(2-hydroxy-1-methyl-ethylamino)-phenyl-methyl]-phenyl}-amide